[Si](C1=CC=CC=C1)(C1=CC=CC=C1)(C(C)(C)C)O[C@]1(CN(CCOC1)C1=NC(=NC(=N1)O[C@H](C)[C@H]1N(CC[C@H]1F)C)C#N)C |&1:32| 4-[(6S)-6-[(tert-butyldiphenylsilyl)oxy]-6-methyl-1,4-oxazepan-4-yl]-6-[(1RS)-1-[(2R,3R)-3-fluoro-1-methylpyrrolidin-2-yl]ethoxy]-1,3,5-triazine-2-carbonitrile